2-[(3R)-oxolan-3-yl]acetonitrile O1C[C@@H](CC1)CC#N